2,3,5,6-tetrafluoro-4-iodophenyl-magnesium iodide FC1=C(C(=C(C(=C1F)I)F)F)[Mg]I